C(C)N(C1=CC(=C(C=C1)C1(OC(=O)C2=CC(=CC=C12)N(C)C)C1=CC=C(C=C1)N(C)C)C)CC 3-(4-diethylamino-2-methylphenyl)-3-(4-dimethylaminophenyl)-6-dimethylaminophthalide